methylpropylamino-1,1-dimethyl-disiloxan C[SiH2]O[Si](C)(C)NCCC